(4-methyl-5-(methylsulfanyl)-4H-1,2,4-triazol-3-yl)methanol CN1C(=NN=C1SC)CO